N1(CCNCCC1)C=1C2=C(N=C(N1)OC[C@]13CCCN3C[C@@H](C1)F)C(=C(N=C2)C2=CC(=CC1=CC=C(C(=C21)CC)F)O)F 4-(4-(1,4-diazepan-1-yl)-8-fluoro-2-(((2R,7aS)-2-fluorotetrahydro-1H-pyrrolizin-7a(5H)-yl)methoxy)pyrido[4,3-d]pyrimidin-7-yl)-5-ethyl-6-fluoronaphthalen-2-ol